The molecule is a synthetic tripeptide consisting of N-(tert-butylcarbamoyl)-3-methyl-L-valyl, a cyclopropyl-fused prolyl and 3-amino-4-cyclobutyl-2-oxobutanamide residues joined in sequence. Used for treatment of chronic hepatitis C virus genotype 1 infection. It has a role as a hepatitis C protease inhibitor, a peptidomimetic and an antiviral drug. It is a tripeptide and a member of ureas. CC1([C@@H]2[C@H]1[C@H](N(C2)C(=O)[C@H](C(C)(C)C)NC(=O)NC(C)(C)C)C(=O)NC(CC3CCC3)C(=O)C(=O)N)C